C1(=CC=CC=C1)CCCCC(=O)O.C(CCC=C)(=O)N (pent-4-enamide) 5-phenylpentanoate